6-ethenyl-2H,3H,4H-pyrazino[2,3-b][1,4]oxazin-3-one C(=C)C1=NC2=C(OCC(N2)=O)N=C1